C1=C(N=NS1)S(=O)(=O)N ThiadiazoleSulfonamide